NCN1C=C([C@H]2[C@H](O)[C@H](O)[C@@H](CO)O2)C(NC1=O)=S 1-aminomethyl-4-thio-pseudouridine